3-butyl-7-chloro-5-(4-fluorophenyl)-8-methoxy-2,3-dihydro-1,5-benzothiazepine-4(5H)-one C(CCC)C1CSC2=C(N(C1=O)C1=CC=C(C=C1)F)C=C(C(=C2)OC)Cl